2''-(difluoromethyl)-5''-methoxy-2-oxo-2H-[1,2':4',4''-terpyridine]-5'-carboxylic acid benzyl ester C(C1=CC=CC=C1)OC(=O)C=1C(=CC(=NC1)N1C(C=CC=C1)=O)C1=CC(=NC=C1OC)C(F)F